diethyl (3-hydroxypropyl) phosphate P(=O)(OCC)(OCC)OCCCO